C(\C=C\CN1C2=C(C3=CC(=CC(=C13)OCCCO)C(=O)N)C=NC(=N2)C2=CC(=NN2CC)C)N2C1=C(C3=CC(=CC(=C23)OCCCO)C(=O)N)C=NC(=N1)C1=CC(=NN1CC)C (E)-9,9'-(but-2-ene-1,4-diyl)bis(2-(1-ethyl-3-methyl-1H-pyrazol-5-yl)-8-(3-hydroxypropoxy)-9H-pyrimido[4,5-b]indole-6-carboxamide)